4-{[7-(2-methylpropyl)-5-(trifluoromethyl)imidazo[4,3-f][1,2,4]triazin-2-yl]amino}oxan-3-yl acetate C(C)(=O)OC1COCCC1NC1=NN2C(C=N1)=C(N=C2CC(C)C)C(F)(F)F